C(CCC)N1C(C(=CC2=NC=CC=C12)[N+](=O)[O-])=O 1-butyl-3-nitro-1,5-naphthyridin-2(1H)-one